NC1=C2C(=C3C(=N1)C=C(S3)C3=NNC=C3)N(C(=N2)CCCO)C 3-(4-amino-1-methyl-7-(1H-pyrazol-3-yl)-1H-imidazo[4,5-d]thieno[3,2-b]pyridin-2-yl)propan-1-ol